C(C)(C)(C)[Si](OCC(CCCCCC)O)(C)C 1-((tert-butyl-dimethyl-silyl)oxy)octan-2-ol